2-[(1-adamantyloxy)methyl]oxirane C12(CC3CC(CC(C1)C3)C2)OCC2OC2